1,3-bis(furan-2-ylmethyl)trisulfane O1C(=CC=C1)CSSSCC=1OC=CC1